OCCN1C(C(OCC1)=O)=O 2-Hydroxyethylmorpholine-2,3-dione